[Na+].NCCNC(CS(=O)(=O)[O-])C 2-(2-aminoethyl-amino)propanesulfonic acid sodium salt